4-{2-Cyclopropyl-6-[5-(hydroxymethyl)-1,3-benzoxazol-2-yl]pyridin-4-yl}-3-(4-methyl-1,2,4-triazol-3-yl)benzonitrile C1(CC1)C1=NC(=CC(=C1)C1=C(C=C(C#N)C=C1)C1=NN=CN1C)C=1OC2=C(N1)C=C(C=C2)CO